C(C1=CC=CC=C1)O[C@H]1[C@H](C(O[C@@H]1COCC1=CC=CC=C1)OC(C)=O)F acetic acid (3R,4R,5R)-4-(benzyloxy)-5-(benzyloxymethyl)-3-fluorotetrahydrofuran-2-yl ester